2-(1H-imidazol-1-yl)-N-(1-(3,3,3-trifluoropropyl)pyrrolidin-3-yl)-5H-pyrrolo[3,2-d]pyrimidine-4-carboxamide N1(C=NC=C1)C=1N=C(C2=C(N1)C=CN2)C(=O)NC2CN(CC2)CCC(F)(F)F